3-oxopyrrolidine-1-carboxylate O=C1CN(CC1)C(=O)[O-]